((1S,3S,4R)-5-methylene-2-azabicyclo[2.2.2]octan-3-yl)(2,7-diazaspiro[3.5]nonan-7-yl)methanone dihydrochloride Cl.Cl.C=C1[C@@H]2[C@H](N[C@H](C1)CC2)C(=O)N2CCC1(CNC1)CC2